C1(=CC=CC=C1)C(C(N)C1=CC=CC=C1)N 1,2-diphenyl-ethylenediamine